[Cl-].[Cl-].[Cl-].[Cl-].NC=1C=C(C=CC1N)C1=CC(=C(N)C=C1)N 3,3'-diaminobenzidine tetrachloride